C1=C(C=CC2=CC=CC=C12)C(=O)N[C@@H](C(=O)N1[C@@H](C[C@H](C1)N1N=NC(=C1)C(C)(C)O)C(=O)NC(CCCCNC(OCC1=CC=CC=C1)=O)C(C(=O)N)=O)CC1CCCCC1 Benzyl (5-((2S,4R)-1-((R)-2-(2-naphthamido)-3-cyclohexylpropanoyl)-4-(4-(2-hydroxypropan-2-yl)-1H-1,2,3-triazol-1-yl)pyrrolidin-2-carboxamido)-7-amino-6,7-dioxoheptyl)carbamat